C(C(C)C)N[C@H](C)C1=CNC(C2=CC=CC=C12)=O |r| racemic-4-(1-(isobutylamino)ethyl)isoquinolin-1(2H)-one